N-[[2-[6-(difluoromethoxy)-2-pyridyl]oxetan-2-yl]methyl]-6-oxaspiro[2.5]octane-2-carboxamide FC(OC1=CC=CC(=N1)C1(OCC1)CNC(=O)C1CC12CCOCC2)F